4,5-bis(but-3-en-1-yloxy)-9,10-dioxo-9,10-dihydroanthracene-2-carbonyl azide C(CC=C)OC1=CC(=CC=2C(C3=CC=CC(=C3C(C12)=O)OCCC=C)=O)C(=O)N=[N+]=[N-]